C(C)C=1C=C(C=C2C(N(C(=NC12)C=1C=C2C(=CN1)SC=C2)COCC[Si](C)(C)C)=O)OCCCC2=CC=NC=C2 8-ethyl-6-(3-pyridin-4-yl-propoxy)-2-thieno[2,3-c]pyridin-5-yl-3-(2-trimethylsilyl-ethoxymethyl)-3H-quinazolin-4-one